S-cyclopentyl thioformate C(=O)SC1CCCC1